2-cyclopropyl-N-(((S)-7-ethyl-7-hydroxy-15-nitro-8,11-dioxo-7,8,11,13-tetrahydro-10H-[1,3]dioxolo[4,5-g]pyrano[3',4':6,7]indolizino[1,2-b]quinolin-14-yl)methyl)-2-hydroxyacetamide C1(CC1)C(C(=O)NCC1=C2C(=NC=3C=C4C(=C(C13)[N+](=O)[O-])OCO4)C4=CC1=C(C(N4C2)=O)COC([C@]1(O)CC)=O)O